C(N)(=O)OCC(C(=O)O)C1=CC=C(C=C1)S(=O)(=O)CC 3-(carbamoyloxy)-2-(4-(ethylsulfonyl)phenyl)propionic acid